ethyl 1-(3-(1-(2,4-difluorophenyl)-2,2,2-trifluoroethyl)ureido)cyclopropane-1-carboxylate FC1=C(C=CC(=C1)F)C(C(F)(F)F)NC(NC1(CC1)C(=O)OCC)=O